disuccinimidyl glutarate C(CCCC(=O)ON1C(CCC1=O)=O)(=O)ON1C(CCC1=O)=O